N(=C=O)CCC1CC2C(C(C1C2)CN=C=O)CCCN=C=O 6-(2-isocyanatoethyl)-2-isocyanatomethyl-3-(3-isocyanatopropyl)-bicyclo[2.2.1]heptane